[As].[P] Phosphorus Arsenic